N-(2-bromophenyl)-N'-[((R)-1-(5-trifluoromethyl-2-pyridinyl)pyrrolidin-3-yl)]urea BrC1=C(C=CC=C1)NC(=O)N[C@H]1CN(CC1)C1=NC=C(C=C1)C(F)(F)F